tert-Butyl 6-((diphenoxyphosphoryl)oxy)-3,4-dihydropyridine-1(2H)-carboxylate O(C1=CC=CC=C1)P(=O)(OC1=CC=CC=C1)OC1=CCCCN1C(=O)OC(C)(C)C